7-((6-((3aS,6aS)-hexahydro-pyrrolo[3,4-b]pyrrol-1(2H)-yl)-4-methoxypyridin-2-yl)amino)-4-(1-methyl-1H-pyrrolo[2,3-b]pyridin-4-yl)-2,3-dihydro-1H-pyrrolo[3,4-c]pyridin-1-one N1([C@H]2[C@@H](CC1)CNC2)C2=CC(=CC(=N2)NC=2C1=C(C(=NC2)C2=C3C(=NC=C2)N(C=C3)C)CNC1=O)OC